1-allyl-6-(6-(methyl(2,2,6,6-tetramethylpiperidin-4-yl)amino)pyridazin-3-yl)naphthalen-2-ol C(C=C)C1=C(C=CC2=CC(=CC=C12)C=1N=NC(=CC1)N(C1CC(NC(C1)(C)C)(C)C)C)O